O[C@@H](CN1[C@H]2[C@@H](CC1)CN(C2)C(C)=O)[C@H]([C@@H]([C@@H](CO)O)O)O.[Cu+2] COPPER (ii) ((3aS,6aS)-1-((2S,3R,4R,5R)-2,3,4,5,6-pentahydroxyhexyl)hexahydropyrrolo[3,4-b]pyrrol-5(1H)-yl)ethan-1-one